FC1=CC=C(C=N1)C1=NC2=NC3=C(N2C=C1)C=CC=C3 2-(6-fluoro-3-pyridinyl)pyrimido[1,2-a]benzimidazole